1-(3-Fluoro-4-((4-(4-(1-(4-hydroxyphenyl)-2-phenylbut-1-en-1-yl)phenyl)piperazin-1-yl)methyl)phenyl)dihydropyrimidine-2,4(1H,3H)-dione FC=1C=C(C=CC1CN1CCN(CC1)C1=CC=C(C=C1)C(=C(CC)C1=CC=CC=C1)C1=CC=C(C=C1)O)N1C(NC(CC1)=O)=O